5-{6-[2-(2-Cyano-6-fluoro-4-methoxy-indol-1-yl)-ethylamino]-pyrimidin-4-yl}-3-ethoxy-thiophen C(#N)C=1N(C2=CC(=CC(=C2C1)OC)F)CCNC1=CC(=NC=N1)C1=CC(=CS1)OCC